ClC1=CC(=NC=C1)N1C=C(C2=C1N=CN=C2N2[C@H](CN(CC2)C(=O)OC(C)(C)C)C)N(C=O)C tert-Butyl (S)-4-(7-(4-chloropyridin-2-yl)-5-(N-methylformamido)-7H-pyrrolo[2,3-d]pyrimidin-4-yl)-3-methylpiperazine-1-carboxylate